ClC=1C=C2N=C(C=3N(C2=CC1C(=O)O)C=NC3)NCC3=CC=C(C=C3)OC 7-Chloro-4-((4-methoxybenzyl)amino)imidazo[1,5-a]quinoxalin-8-carboxylic acid